CC(=O)O.CC(=O)O.CC(=O)O.CC(=O)O.C1CNCCNCCNCCN1 1,4,7,10-Tetraazacyclododecane-tetraacetic acid